FC1(CC(C1)[C@@H](CC(=O)N[C@@H](CCC)C1=CC(=CC=C1)OC(F)F)O)F (R)-3-(3,3-Difluorocyclobutyl)-N-((S)-1-(3-(Difluoromethoxy)phenyl)butyl)-3-hydroxypropanamid